[Zn].ClC1=C(OCC(=O)O)C=CC(=C1)Cl 2,4-Dichlorophenoxyacetic acid zinc